N-(1-(piperidin-4-yl)-1H-pyrazol-4-yl)-5-(pyrazin-2-yl)isoxazole-3-carboxamide ethyl-2-(2-((5-(3-(aminomethyl)phenyl)benzofuran-3-yl)methoxy)-3-methoxyphenyl)acetate C(C)OC(CC1=C(C(=CC=C1)OC)OCC1=COC2=C1C=C(C=C2)C2=CC(=CC=C2)CN)=O.N2CCC(CC2)N2N=CC(=C2)NC(=O)C2=NOC(=C2)C2=NC=CN=C2